Phenyl-diazonium methyl-acetate COC(C)=O.C1(=CC=CC=C1)[N+]#N